ClC1=C(C(=CC=C1)Cl)C1=C(C(=NC(=N1)NC1=CC=C(C=C1)CCN(C)C)OCC)C(=O)N (2,6-dichlorophenyl)-4-ethoxy-2-{{4-[2-(dimethylamino)ethyl]phenyl}amino}pyrimidine-5-carboxamide